C(C=C)(=O)N1C[C@@H](CCC1)C=1N(C(=C(N1)C1=CC=C(C=C1)C(NC1=NC=CC(=C1)CC)=O)C(=O)N)N (R)-2-(1-Acryloylpiperidin-3-yl)-1-amino-4-(4-((4-ethylpyridin-2-yl)carbamoyl)phenyl)-1H-imidazol-5-carboxamid